ClC=1C=C(C=CC1)[C@H](C(=O)N1CC2=C(CCC1)N=C(NC2=O)C2(CC2)C=2C=C(C=CC2)C2=CC=C(C=C2)F)O (R)-6-(2-(3-chlorophenyl)-2-hydroxyacetyl)-2-(1-(4'-fluoro-[1,1'-biphenyl]-3-yl)cyclopropyl)-3,5,6,7,8,9-hexahydro-4H-pyrimido[5,4-c]azepin-4-one